di-ethoxyacetophenone C(C)OC(C(=O)C1=CC=CC=C1)OCC